1-(1-methyl-1H-imidazol-2-yl)methylamine CN1C(=NC=C1)CN